FC(C(=O)O)(F)F.NC1=C(C=C(C=C1)Cl)C=1N=CN(C(C1)=O)[C@H]1CCC[C@H](C(NC=2C=NN(C2C=2C=CN=C1C2)C)=O)C (9R,13S)-13-[4-(2-amino-5-chlorophenyl)-6-oxo-1,6-dihydropyrimidin-1-yl]-3,9-dimethyl-3,4,7,15-tetraazatricyclo[12.3.1.02,6]octadeca-1(18),2(6),4,14,16-pentaen-8-one trifluoroacetate